7-[2-(3-azabicyclo[3.1.0]hexan-1-yl)ethynyl]-N-[3-methyl-4-([1,2,4]triazolo[1,5-a]pyridin-7-yloxy)-phenyl]-6-nitro-quinazolin-4-amine C12(CNCC2C1)C#CC1=C(C=C2C(=NC=NC2=C1)NC1=CC(=C(C=C1)OC1=CC=2N(C=C1)N=CN2)C)[N+](=O)[O-]